C(C)(C)(C)NS(=O)(=O)C1=CC=C(C=C1)N1CC2=C(CC(C1=O)NC(OC(C)(C)C)=O)C=CC=C2 tert-butyl 2-(4-(N-tert-butylsulfamoyl)phenyl)-3-oxo-2,3,4,5-tetrahydro-1H-benzo[c]azepin-4-ylcarbamate